Ethyl 3-(tert-butyl)-1-((3,3-difluoro-1-methylcyclobutyl)methyl)-4-iodo-1H-pyrazole-5-carboxylate C(C)(C)(C)C1=NN(C(=C1I)C(=O)OCC)CC1(CC(C1)(F)F)C